FCCCN1CC(C1)NC=1C=NC=C(C1)OC N-(1-(3-fluoropropyl)azetidin-3-yl)-5-methoxypyridin-3-amine